CN(C=1C=C(OCC(CNC\C=C\C2=C(C=CC=C2)OC)O)C=CC1)C (E)-1-(3-(dimethylamino)phenoxy)-3-((3-(2-methoxyphenyl)allyl)amino)propan-2-ol